tert-butyl (6S)-6-(aminomethyl)-2,2-dimethyl-morpholine-4-carboxylate NC[C@@H]1OC(CN(C1)C(=O)OC(C)(C)C)(C)C